8-chloro-2-(fluoromethyl)-5-[[2-[3-(6-fluoro-[1,2,4]triazolo[4,3-a]pyridin-7-yl)propyl]-2-azaspiro[3.3]heptan-6-yl]oxy]isoquinolin-1-one ClC=1C=CC(=C2C=CN(C(C12)=O)CF)OC1CC2(CN(C2)CCCC2=CC=3N(C=C2F)C=NN3)C1